BrC1=CC(=C(C=C1F)N1CCNCC1)F 4-(4-bromo-2,5-difluorophenyl)piperazin